C[N+](CCCC(=O)[O-])(C)C 4-(trimethylazaniumyl)butanoate